1-bromo-3-(3-tert-butylphenoxy)-5-chlorobenzene BrC1=CC(=CC(=C1)Cl)OC1=CC(=CC=C1)C(C)(C)C